BrC1=C(C=O)C=C(C=C1)OCCC=C(C)C 2-bromo-5-((4-methylpent-3-en-1-yl)oxy)benzaldehyde